(3,4-dihydroisoquinolin-2(1H)-yl)(5-(2-fluoropyridin-3-yl)-1H-indazol-3-yl)methanone C1N(CCC2=CC=CC=C12)C(=O)C1=NNC2=CC=C(C=C12)C=1C(=NC=CC1)F